COC(C(CC(OCC)OCC)(C1=CC=CC=C1)C1=CC=C(C=C1)F)=O.FC=1C=C(C=C(C1CCN1[C@@H]([C@H]([C@@H]([C@H](C1)OCC1=CC=CC=C1)OCC1=CC=CC=C1)OCC1=CC=CC=C1)C)F)N1CCOCC1 4-(3,5-difluoro-4-(2-((2R,3R,4R,5S)-3,4,5-tris(benzyloxy)-2-methylpiperidin-1-yl)ethyl)phenyl)morpholine Methyl-4,4-diethoxy-2-(4-fluorophenyl)-2-phenylbutanoate